O1C(=NC2=C1C=CC=C2)C2C(C(N(C(C2=O)=O)C2=C(C=C(C=C2)Cl)C)=O)=O 4-(1,3-Benzoxazol-2-yl)-1-(4-chloro-2-methylphenyl)-2,3,5,6-piperidinetetrone